COC1=CC=C(C=N1)C1=NC2=CC(=NC=C2C=C1)CNC(OC(C)(C)C)=O tert-butyl ((2-(6-methoxypyridin-3-yl)-1,6-naphthyridin-7-yl)methyl)carbamate